C(C[2H])([2H])C1=C(C(=C(C(=C1[2H])[2H])NC(=O)NC1=CNC2=C(C(=C(C(=C12)[2H])[2H])[2H])[2H])[2H])[2H] 1-(4-(Ethyl-1,2-d2)phenyl-2,3,5,6-d4)-3-(1H-indol-3-yl-4,5,6,7-d4)urea